C(C)(C)(C)C1=CC=C(C=C1)C=1C(=NC=C(N1)I)CNC=O N-((3-(4-(tert-butyl)phenyl)-5-iodopyrazin-2-yl)methyl)formamide